NC1C(CCC1)C1=CC=C(C=C1)C=1C=2C3=C(C(NC2C(=CC1O)C)=O)SC=N3 9-(4-(2-aminocyclopentyl)phenyl)-8-hydroxy-6-methylthiazolo[5,4-c]quinolin-4(5H)-one